FC=1C(=NC(=CC1)I)C1=CC=C(C=C1)F 3-fluoro-2-(4-fluorophenyl)-6-iodopyridine